S1CN=CN=C1 1,3,5-thiadiazine